N1C(CCC1)=O.[Zn] Zinc Pyrrolidone